ClC=1C(=NN2C1CN(CCC2)C2=NC(=NC(=C2C#N)Cl)S(=O)(=O)C)C(=O)N(C)C 3-chloro-5-(6-chloro-5-cyano-2-methylsulfonyl-pyrimidin-4-yl)-N,N-dimethyl-4,6,7,8-tetrahydropyrazolo[1,5-a][1,4]diazepine-2-carboxamide